6'-bromo-1'-methylspiro[cyclopropane-1,3'-indolin]-2'-one BrC1=CC=C2C3(C(N(C2=C1)C)=O)CC3